p-phenylene-bis(allylmethylbicyclo[2.2.1]hept-5-ene-2,3-dicarboximide) C1(=CC=C(C=C1)C12C3(C(C(C=C1)C2)C(NC3=O)=O)CCC=C)C32C1(C(C(C=C3)C2)C(NC1=O)=O)CCC=C